Bis(tri-t-butylphosphine) palladium (0) [Pd].C(C)(C)(C)P(C(C)(C)C)C(C)(C)C.C(C)(C)(C)P(C(C)(C)C)C(C)(C)C